1-(4-(4-chloro-3-methoxyphenyl)-5-(isopropylsulfanyl)thiazol-2-yl)-4-(3-fluorophenyl)-3-methyl-1H-pyrazole-5-carboxylic acid ClC1=C(C=C(C=C1)C=1N=C(SC1SC(C)C)N1N=C(C(=C1C(=O)O)C1=CC(=CC=C1)F)C)OC